Cl.Cl.Cl.N[C@@H](C(=O)N[C@H](C(=O)N[C@@H](CCCCN)C1=NC(=NO1)CC1=CC=CC=C1)CC1=C(C=C(C=C1C)O)C)CCCNC(=N)N (R)-2-amino-N-((S)-1-(((S)-5-amino-1-(3-benzyl-1,2,4-oxadiazol-5-yl)pentyl)amino)-3-(4-hydroxy-2,6-xylyl)-1-oxoprop-2-yl)-5-guanidinopentanamide trihydrochloride